6-[2-(2,2-difluoroethoxy)phenyl]-N-[4-(difluoromethoxy)phenyl]-2-(2-hydroxy-2-methylpropyl)-5-oxo-2,5-dihydropyridazine-4-carboxamide FC(COC1=C(C=CC=C1)C=1C(C(=CN(N1)CC(C)(C)O)C(=O)NC1=CC=C(C=C1)OC(F)F)=O)F